5-methoxy-4-(diphenylphosphinoyloxy)benzaldehyde COC=1C(=CC=C(C=O)C1)OP(=O)(C1=CC=CC=C1)C1=CC=CC=C1